2-(4-((1R,5S)-3,8-diazabicyclo[3.2.1]octan-3-yl)-8-fluoro-2-((hexahydro-1H-pyrrolizin-7a-yl)methoxy)pyrido[4,3-d]pyrimidin-7-yl)-6-fluoroaniline [C@H]12CN(C[C@H](CC1)N2)C=2C1=C(N=C(N2)OCC23CCCN3CCC2)C(=C(N=C1)C1=C(N)C(=CC=C1)F)F